CN1CC(NCC1)C1=C(CN2C(NC(C3=C2C=CN3)=O)=C=S)C=CC=C1 1-(2-(4-Methylpiperazin-2-yl)benzyl)-2-thiocarbonyl-1,2,3,5-tetrahydro-4H-pyrrolo[3,2-d]pyrimidin-4-one